P(=O)(O)(O)OCCNC(C=CCCCCCCCCCCCCCCC)=O N-[2-(phosphonooxy)ethyl]-9Z-octadecen-amide